C(#N)C1=C(C=C(C=C1)CC(C)C)C1CN(CC1)C(=O)OC(C)(C)C tert-Butyl 3-(2-cyano-5-isobutyl-phenyl)pyrrolidine-1-carboxylate